CN(C1(CCC2(CN(C(N2)=O)C=2C=NC(=NC2)C)CC1)C1=CC=CC=C1)C cis-8-dimethylamino-3-(2-methyl-pyrimidin-5-yl)-8-phenyl-1,3-diazaspiro[4.5]decan-2-one